C(#C)C=1C=C(NC2=NC=NC3=CC(=C(C=C23)[N+](=O)[O-])OC)C=CC1 4-(3-ethynylanilino)-7-methoxy-6-nitroquinazoline